C(C)(C)(C)OC(=O)N(CCCC(=O)OC(C)(C)C)CCO tert-butyl 4-((tert-butoxycarbonyl)(2-hydroxy ethyl)amino)butanoate